1,2-Dichloro-3-iodobenzene ClC1=C(C(=CC=C1)I)Cl